C(C)N(S(=O)(=O)C=1C=C2C(=NC1)N=NN2)[C@@H](C(F)(F)F)C2=CC=C(C=C2)F (R)-N-ethyl-N-(2,2,2-trifluoro-1-(4-fluorophenyl)ethyl)-1H-[1,2,3]triazolo[4,5-b]pyridine-6-sulfonamide